FC(C=1C=CC=2N(N1)C(=CN2)C2=CC(=NC=N2)N2CC(OCC2)CC#N)(F)F 2-(4-(6-(6-(Trifluoromethyl)imidazo[1,2-b]pyridazin-3-yl)pyrimidin-4-yl)morpholin-2-yl)acetonitrile